4-((1R,5S)-3,8-diazabicyclo[3.2.1]octan-3-yl)-7-(8-chloronaphthalen-1-yl)-8-fluoro-2-(((S)-1-methylpyrrolidin-3-yl)oxy)pyrido[4,3-d]pyrimidine bis(2,2,2-trifluoroacetate) FC(C(=O)O)(F)F.FC(C(=O)O)(F)F.[C@H]12CN(C[C@H](CC1)N2)C=2C1=C(N=C(N2)O[C@@H]2CN(CC2)C)C(=C(N=C1)C1=CC=CC2=CC=CC(=C12)Cl)F